CC(C(=O)O)O.C(CO)(=O)O glycolic acid methyl-glycolate